2,2,3,3,4,4-hexafluoropentaneDiol C(C(C(C(CO)(F)F)(F)F)(F)F)O